COC1CC[NH+](CC1)C(C)(C=C)C 4-methoxy-1-(2-methylbut-3-en-2-yl)piperidinium